2-Methyl-thiazole-5-carboxylic acid [4-methoxy-7-(tetrahydro-pyran-4-yl)-thiazolo[4,5-c]pyridin-2-yl]-amide COC1=NC=C(C2=C1N=C(S2)NC(=O)C2=CN=C(S2)C)C2CCOCC2